N1(CCCCC1)CC1=CC=C2C(=NC(=NN21)N2[C@H](CCC2)C(=O)N)NC=2N=CN(C2)C2=CC(=C(C(=C2)OC)OC)OC (R)-1-(7-(piperidin-1-ylmethyl)-4-((1-(3,4,5-trimethoxyphenyl)-1H-imidazol-4-yl)amino)pyrrolo[2,1-f][1,2,4]triazin-2-yl)pyrrolidine-2-carboxamide